3-(isoindolin-2-yl)piperidine-2,6-dione C1N(CC2=CC=CC=C12)C1C(NC(CC1)=O)=O